N-(3-chloro-6-(4-methylpyridin-3-yl)imidazo[1,2-a]pyridin-2-yl)-2-fluorocyclopropane-1-carboxamide ClC1=C(N=C2N1C=C(C=C2)C=2C=NC=CC2C)NC(=O)C2C(C2)F